(3,4-Dihydroquinolin-1(2H)-yl)(5-(1-phenylvinyl)pyridin-3-yl)methanone N1(CCCC2=CC=CC=C12)C(=O)C=1C=NC=C(C1)C(=C)C1=CC=CC=C1